C1(CC1)[C@H](C=1C=NC2=CC=CC=C2C1)NC=1C2=C(N=C(N1)N1CCN(CC1)C(C)=O)C=NN2C(C(C)C)C 1-{4-[7-[((R)-Cyclopropyl-quinolin-3-yl-methyl)-amino]-1-(1,2-dimethyl-propyl)-1H-pyrazolo[4,3-d]pyrimidin-5-yl]-piperazin-1-yl}-ethanon